FC1=COC2=C1C=CC(=C2)CC(C)NC(CO)(CO)C 2-((1-(3-fluorobenzofuran-6-yl)propan-2-yl)amino)-2-methylpropane-1,3-diol